(3-(2-Methyl-7-nitro-1,2,3,4-tetrahydroisoquinolin-5-yl)cyclobutyl)acetic acid methyl ester COC(CC1CC(C1)C1=C2CCN(CC2=CC(=C1)[N+](=O)[O-])C)=O